ClC=1C=CC(=C(C1)N1CC(N(CC1=O)C(C(=O)NC1=CC2=CN(N=C2C=C1)C)CC=1C=NC=CC1)=O)N1N=NC(=C1)Cl 2-(4-(5-chloro-2-(4-chloro-1H-1,2,3-triazol-1-yl)phenyl)-2,5-dioxopiperazin-1-yl)-N-(2-methyl-2H-indazol-5-yl)-3-(pyridin-3-yl)propanamide